5,6-Difluoro-2-(6-{4-[1-(propan-2-yl)piperidin-4-yl]-1,4-diazepan-1-yl}pyridine-2-yl)-1H-1,3-benzodiazole FC1=CC2=C(NC(=N2)C2=NC(=CC=C2)N2CCN(CCC2)C2CCN(CC2)C(C)C)C=C1F